2-((tert-butyldimethylsilyloxy)ethoxy)pyrazolo[1,5-a]pyridine-3-carbonitrile [Si](C)(C)(C(C)(C)C)OCCOC1=NN2C(C=CC=C2)=C1C#N